C(C)N1CCC(CC1)CC(=O)N (1-ethylpiperidin-4-yl)acetamide